1,3-dimethyl-N-(2-methyl-3-(4,4,5,5-tetramethyl-1,3,2-dioxaborolan-2-yl)phenyl)-2,4-dioxo-1,2,3,4-tetrahydropyrimidine-5-carboxamide CN1C(N(C(C(=C1)C(=O)NC1=C(C(=CC=C1)B1OC(C(O1)(C)C)(C)C)C)=O)C)=O